5-amino-3-(4-bromophenyl)-1-(6-(hydroxymethyl)tetrahydro-2H-pyran-3-yl)-1H-pyrazole-4-carbonitrile NC1=C(C(=NN1C1COC(CC1)CO)C1=CC=C(C=C1)Br)C#N